(2r,6r)-4-(7-cyanopyrazolo[1,5-a]pyridin-4-yl)-N-(4-hydroxycyclohexyl)-6-methyl-morpholine-2-carboxamide C(#N)C1=CC=C(C=2N1N=CC2)N2C[C@@H](O[C@@H](C2)C)C(=O)NC2CCC(CC2)O